N,N,N-trimethyl-methylammonium iodide [I-].C[N+](C)(C)C